tert-butyl 4-[5-(ethoxy carbonyl)-1-methyl-1H-1,2,3-triazol-4-yl]piperidine-1-carboxylate C(C)OC(=O)C1=C(N=NN1C)C1CCN(CC1)C(=O)OC(C)(C)C